5-(2-((4-fluorobenzyl)amino)-6H-1,3,4-thiadiazin-5-yl)-1-methyl-1H-benzo[d]imidazol-2(3H)-one FC1=CC=C(CNC=2SCC(=NN2)C2=CC3=C(N(C(N3)=O)C)C=C2)C=C1